5-(2-chloro-4-fluoro-5-methoxy-phenyl)-3-[5-(2,2-difluoroethoxy)-3-pyridinyl]-1H-thieno[3,2-d]pyrimidine-2,4-dione ClC1=C(C=C(C(=C1)F)OC)S1C=CC=2NC(N(C(C21)=O)C=2C=NC=C(C2)OCC(F)F)=O